C(C=C)(=O)N[C@@H]1[C@@H](CCC1)NC(=O)C=1SC=2N=CC=C3N(C(NC1C23)=O)C2=NC=CC(=C2)C2=CC=CC=C2 N-((1R,2S)-2-Acrylamidocyclopentyl)-4-oxo-5-(4-phenylpyridin-2-yl)-4,5-dihydro-3H-1-thia-3,5,8-triazaacenaphthylene-2-carboxamide